C(C1CCCO1)C1(C(C=CC=C1)C(C)=O)S(=O)(=O)C 1-{2-tetrahydrofurfuryl-2-(methylsulfonyl)phenyl}ethanone